ClC1=C(C=C(C=C1)N1CC(C2=NC(=CC=C21)C(=O)N2C(CN(CC2)C2=NC=C(C=N2)C(=O)OCC)(C)C)(C)C)F ethyl 2-(4-(1-(4-chloro-3-fluorophenyl)-3,3-dimethyl-2,3-dihydro-1H-pyrrolo[3,2-b]pyridine-5-carbonyl)-3,3-dimethylpiperazin-1-yl)pyrimidine-5-carboxylate